CN(C(=O)C=1C(=CC(=C(C1)N1C(=NC(=CC1=O)C(F)(F)F)OC)F)Cl)S(=O)(=O)NC(C)C 3-(5-[N-Methyl-(isopropyl)aminosulfonylaminocarbonyl]-4-chloro-2-fluorophenyl)-2-methoxy-4-oxo-6-(trifluoromethyl)-3,4-dihydropyrimidine